4-((2,4-dichloro-5-methoxyphenyl)amino)-7-hydroxy-6-methoxyquinoline-3-carbonitrile ClC1=C(C=C(C(=C1)Cl)OC)NC1=C(C=NC2=CC(=C(C=C12)OC)O)C#N